N-[(2S)-1-(4-{[5-(3-methyl-1,2-oxazol-5-yl)thiophen-2-yl]sulfonyl}piperazin-1-yl)propan-2-yl]-8-(piperidine-1-carbonyl)quinazolin-4-amine CC1=NOC(=C1)C1=CC=C(S1)S(=O)(=O)N1CCN(CC1)C[C@H](C)NC1=NC=NC2=C(C=CC=C12)C(=O)N1CCCCC1